CS(=O)(=NS(=O)(=O)C1=CC=C(C)C=C1)C1CCC(CC1)COS(=O)(=O)C1=CC=C(C=C1)C (4-(S-methyl-N-tosylsulfonimidoyl)-cyclohexyl)methyl-4-methylbenzene-sulfonate